2-(2-{2-[(2,3-dihydro-1H-inden-2-yl)amino]pyrimidin-5-yl}-1-ethyl-1H-imidazol-4-yl)-1-{3H,4H,5H,6H,7H-[1,2,3]triazolo[4,5-c]pyridin-5-yl}ethan-1-one C1C(CC2=CC=CC=C12)NC1=NC=C(C=N1)C=1N(C=C(N1)CC(=O)N1CC2=C(CC1)N=NN2)CC